1-propyl-2-methylpyrrolidinium methanesulfonate CS(=O)(=O)[O-].C(CC)[NH+]1C(CCC1)C